FC1=C(OC2=C(C=CC=C2)C2=NOC(=N2)CO\N=C(\C2=CC=CC=C2)/C2=NN=NN2C)C=CC=C1 (Z)-(1-methyl-1H-tetrazol-5-yl)(phenyl)methanone O-((3-(2-(2-fluorophenoxy)phenyl)-1,2,4-oxadiazol-5-yl)methyl) oxime